C(C)(C)(C)C=1SC(=C(N1)C=1C(=C(C=CC1)NS(=O)(=O)C1CC2=CC=CC=C2C1)F)C1=NC(=NC=C1)NC1CCN(CC1)S(=O)(=O)C N-(3-(2-(tert-Butyl)-5-(2-((1-(methylsulfonyl)piperidin-4-yl)amino)pyrimidin-4-yl)thiazol-4-yl)-2-fluorophenyl)-2,3-dihydro-1H-indene-2-sulfonamide